O=C1CC[C@](N1)(C(=O)OCC)CC=C ethyl (2R)-5-oxo-2-(prop-2-en-1-yl)pyrrolidine-2-carboxylate